C(#N)C1=CC=CC=2C3=C(OCCC21)C=C(C=C3)C(=O)O 8-Cyano-6,7-dihydrodibenzo[b,d]oxepin-3-carboxylic acid